C(C)N1C=NC=C1CNC=1C=C(SC1[N+](=O)[O-])C(=O)OC methyl 4-(((1-ethyl-1H-imidazol-5-yl) methyl) amino)-5-nitrothiophene-2-carboxylate